COC1=CC=2NC(C=3N(C2C=C1)C=C1C=C(C(=CC13)C)C)=O 3-methoxy-8,9-dimethyl-5H-isoindolo[2,1-a]quinoxalin-6-one